C(C)(=O)O[C@H]1[C@@H](SC=2C=NC=C(C2)Br)O[C@@H]([C@@H]([C@@H]1N1N=NC(=C1)C(C)=O)OC(C)=O)COC(C)=O 5-Bromopyridin-3-yl 2,4,6-tri-O-acetyl-3-deoxy-3-[4-(acetyl)-1H-1,2,3-triazol-1-yl]-1-thio-alpha-D-galactopyranoside